O=C1NC(CCC1N1C(C2=C(C=C(C=C2C1)N1CCN(CC1)CCCCOC1=CC(=C(C=C1)C1CCN(CC1)C1=CC(=C(C#N)C=C1)C(F)(F)F)C)OC)=O)=O 4-(4-(4-(4-(4-(2-(2,6-Dioxopiperidin-3-yl)-7-methoxy-1-oxoisoindolin-5-yl)piperazin-1-yl)butoxy)-2-methylphenyl)piperidin-1-yl)-2-(trifluoromethyl)benzonitrile